N[C@@H](CCCCCC(=O)C=1OC=CN1)C=1NC(=CN1)C=1N=CC(=NC1)C#N 5-{2-[(1S)-1-amino-7-(1,3-oxazol-2-yl)-7-oxoheptyl]-1H-imidazol-5-yl}pyrazine-2-carbonitrile